ClC=1SC(=CC1CCCC(=O)N)Cl 4-(2,5-dichlorothiophen-3-yl)butyramide